(E)-3,5-dimethoxy-4'-hydroxystilbene COC=1C=C(C=C(C1)OC)\C=C\C1=CC=C(C=C1)O